ethyl (3-(3-methoxy-4-((6-methoxypyridin-3-yl)methoxy)benzyl)-6-phenyl-3H-imidazo[4,5-b]pyridin-2-yl)carbamate COC=1C=C(CN2C(=NC=3C2=NC=C(C3)C3=CC=CC=C3)NC(OCC)=O)C=CC1OCC=1C=NC(=CC1)OC